FC=1C(=C(C=CC1)CCCN([C@@H]1CC[C@H](CC1)C1=CC2=C(NC(O2)=O)C=C1)C)C 6-(trans-4-{[3-(3-Fluoro-2-methylphenyl)propyl]methylamino}-cyclohexyl)-3H-benzoxazol-2-one